6-(3-(2-((1,5-dimethyl-1H-pyrazol-3-yl)amino)-5-methylpyrimidin-4-yl)-1H-indol-7-yl)-3-(1,2,3,6-tetrahydropyridin-4-yl)-5,6-dihydro-7H-pyrrolo[3,4-b]pyridin-7-one CN1N=C(C=C1C)NC1=NC=C(C(=N1)C1=CNC2=C(C=CC=C12)N1C(C2=NC=C(C=C2C1)C=1CCNCC1)=O)C